BrC=1C=C(C=CC1)[C@@H]1N(CC1)S(=O)(=O)N1C[C@H](CCC1)C(=O)N1[C@H](CCC1)C(=O)NCC1=CC=C(C=C1)C(F)(F)F 1-(((3S)-1-(((2R)-2-(3-bromophenyl)-1-azetidinyl)sulfonyl)-3-piperidinyl)carbonyl)-N-(4-(trifluoromethyl)benzyl)-D-prolinamide